ClC1=CC=C(CC2=NC(=CC=C2)CCl)C=C1 2-(4-chlorobenzyl)-6-(chloromethyl)pyridine